C[C@@H]1O[C@@H](CN(C1)C1=CC=CC(=N1)C=1N=C(SC1)NC(=O)[C@H]1N(CC1)C(=O)C1=CC(=NO1)C)C (S)-N-(4-(6-((2S,6R)-2,6-dimethylmorpholino)pyridin-2-yl)thiazol-2-yl)-1-(3-methylisoxazole-5-carbonyl)azetidine-2-carboxamide